2,6-bis(hydroxymethyl)phenol OCC1=C(C(=CC=C1)CO)O